O=CCCC1(CC1)NC(OC(C)(C)C)=O tert-butyl N-[1-(3-oxopropyl)cyclopropyl]carbamate